OC1=CC=C(C=C1)C1=C(C(=NC(=C1)C1=CC=CC=C1)N)C#N (4-hydroxyphenyl)-6-phenyl-2-amino-3-cyanopyridine